CSCOCCCC(=O)[O-] 4-(methylthio methoxy)butyrate